O=C1N(C(C=2C=C3C(=CC12)C=CC=C3)=O)C(C(=O)[O-])(C)C3=CC=CC=C3 1,3-dioxo-1,3-dihydro-2H-benzo[f]isoindol-2-yl-2-phenylpropionate